Ethyl 3-(3-(N-(4-methoxyphenyl)sulfamoyl)thiophene-2-carboxamido)benzoate COC1=CC=C(C=C1)NS(=O)(=O)C1=C(SC=C1)C(=O)NC=1C=C(C(=O)OCC)C=CC1